4-(1-(4-chlorobenzyl)-6-oxo-1,6-dihydropyridazin-3-yl)benzamide ClC1=CC=C(CN2N=C(C=CC2=O)C2=CC=C(C(=O)N)C=C2)C=C1